(6-bromo-1H-inden-3-yl)methylamine, hydrochloride Cl.BrC1=CC=C2C(=CCC2=C1)CN